(S)-2-((4-((2-hydroxy-1-phenylethyl)amino)-5-(5-methyl-1,3,4-oxadiazol-2-yl)pyridin-2-yl)amino)-6,7,7-trimethyl-6,7-dihydro-5H-pyrrolo[3,4-b]pyridin-5-one OC[C@H](C1=CC=CC=C1)NC1=CC(=NC=C1C=1OC(=NN1)C)NC1=CC=C2C(=N1)C(N(C2=O)C)(C)C